(1R,2S,5S)-N-(4-Amino-1-cyclopropyl-3,4-dioxobutan-2-yl)-3-(isobutyryl-L-phenylalanyl)-6,6-dimethyl-3-azabicyclo[3.1.0]hexane-2-carboxamide NC(C(C(CC1CC1)NC(=O)[C@@H]1[C@H]2C([C@H]2CN1C([C@@H](NC(C(C)C)=O)CC1=CC=CC=C1)=O)(C)C)=O)=O